CN1N=C2C=CC(=CC2=C1)C1=NC(=NC=C1)N[C@@H]1C[C@H](CC1)NC(OC(C)(C)C)=O tert-butyl ((1S,3S)-3-((4-(2-methyl-2H-indazol-5-yl)pyrimidin-2-yl)amino)cyclopentyl)carbamate